[Cl-].[Cl-].C1(=CC=CC=C1)[SiH](C1=CC=CC=C1)[Zr+2](C1C=CC2=CC=CC=C12)C1C=CC2=CC=CC=C12 diphenylsilylbis(indenyl)zirconium dichloride